C1(CC1)C(C=1C=C(C=CC1)C1=CN=C2N(C1=O)C=C(C=C2C(F)(F)F)CN2C[C@H](CCC2)C)C2=NN=CN2C 3-(3-(cyclopropyl(4-methyl-4H-1,2,4-triazol-3-yl)methyl)phenyl)-7-(((S)-3-methylpiperidin-1-yl)methyl)-9-trifluoromethyl-4H-pyrido[1,2-a]pyrimidin-4-one